N-(6-amino-5-methyl-3-pyridyl)-2-[(2S,5R)-5-methyl-2-[4-(methylamino)phenyl]-1-piperidyl]-2-oxo-acetamide NC1=C(C=C(C=N1)NC(C(=O)N1[C@@H](CC[C@H](C1)C)C1=CC=C(C=C1)NC)=O)C